FC1=C(C=CC(=C1)F)CC(=O)OC=1C=CC=C(C(=O)Cl)C1 5-(2,4-Difluorophenyl)acetoxybenzoyl chloride